N,N-dimethylpiperazin-1-sulfonamide CN(S(=O)(=O)N1CCNCC1)C